C1(=C(C(=CC(=C1)C)C)OC1=NC=CC=C1C(=O)N)C 2-(mesityloxy)-pyridine-3-carboxamide